1,2-diiodooxy-N,N-dimethylaminopropane IOC(C(C)OI)N(C)C